FC1=C(CCNC(C(=O)N[C@@H]2C(N(C3=C(OC2)C=CC(=C3)C#CCCO)C)=O)=O)C=CC=C1 (S)-N1-(2-fluorophenethyl)-N2-(7-(4-hydroxybut-1-yn-1-yl)-5-methyl-4-oxo-2,3,4,5-tetrahydrobenzo[b][1,4]oxazepin-3-yl)oxalamide